C(C)OC(C(N1C[C@@H](CC1)OCCCCC1=NC=2NCCCC2C(=C1)OC)C=1C(=NC=CC1)C1CC1)=O 2-(2-Cyclopropylpyridin-3-yl)-2-((R)-3-(4-(4-methoxy-5,6,7,8-tetrahydro-1,8-naphthyridin-2-yl)butoxy)pyrrolidin-1-yl)acetic acid ethyl ester